N''-((1,3,5-triazinan-1,3,5-triyl)tris(2-oxoethylideneethane-2,1-diyl))tris(2-chloroacetamide) N1(CN(CN(C1)CC(=CC=O)C(C(=O)N)Cl)CC(=CC=O)C(C(=O)N)Cl)CC(=CC=O)C(C(=O)N)Cl